methyl 4-(2-fluoro-3-isocyanatobenzyl)piperazine-1-carboxylate FC1=C(CN2CCN(CC2)C(=O)OC)C=CC=C1N=C=O